tricyclobutyl-λ5-bismuthanimine C1(CCC1)[Bi](=N)(C1CCC1)C1CCC1